ClC1=C(C(=CC=C1)[N+](=O)[O-])OCC(F)F 1-chloro-2-(2,2-difluoroethoxy)-3-nitrobenzene